FC(C=1C=CC2=C([C@@H](CO2)NC([C@@H]2NCCC2)=O)C1)(F)F N-((3S)-5-(trifluoromethyl)-2,3-dihydro-1-benzofuran-3-yl)-D-prolinamide